9,9'-((3-(3,6-dimethyl-9H-carbazol-9-yl)-4-(2-(2,2'',6,6''-tetraphenyl[4,2':6',4''-terpyridin]-4'-yl)phenyl)pyridine-2,6-diyl)bis(4,1-phenylene))bis(9H-carbazole) CC=1C=CC=2N(C3=CC=C(C=C3C2C1)C)C=1C(=NC(=CC1C1=C(C=CC=C1)C1=CC(=NC(=C1)C1=CC(=NC(=C1)C1=CC=CC=C1)C1=CC=CC=C1)C1=CC(=NC(=C1)C1=CC=CC=C1)C1=CC=CC=C1)C1=CC=C(C=C1)N1C2=CC=CC=C2C=2C=CC=CC12)C1=CC=C(C=C1)N1C2=CC=CC=C2C=2C=CC=CC12